4-(5-nitro-3-pyridyl)-N-[3-(trifluoromethyl)phenyl]Thiazol-2-amine [N+](=O)([O-])C=1C=C(C=NC1)C=1N=C(SC1)NC1=CC(=CC=C1)C(F)(F)F